(tert-butyl 4-(4-amino-7-isopropylimidazo[5,1-f][1,2,4]triazin-5-yl) benzyl) carbamate C(N)(OC(C1=CC=C(C=C1)C=1N=C(N2N=CN=C(C21)N)C(C)C)C(C)(C)C)=O